(4-Bromo-6,7-dichloro-1H-indol-2-yl)methanol BrC1=C2C=C(NC2=C(C(=C1)Cl)Cl)CO